FC([C@@H]1CC[C@H](CC1)C1=NN=C2N1C1=C(CC3(C2)OCCO3)C=C(C=C1)C#N)(F)F 1'-[trans-4-(Trifluoromethyl)cyclohexyl]-4'H,6'H-spiro[1,3-dioxolan-2,5'-[1,2,4]triazolo[4,3-a][1]benzazepin]-8'-carbonitril